4-((5-Chloro-1-(2-fluorobenzyl)-1H-indol-3-yl)(hydroxy)methyl)-3-methylenedihydrofuran-2(3H)-one ClC=1C=C2C(=CN(C2=CC1)CC1=C(C=CC=C1)F)C(C1C(C(OC1)=O)=C)O